C(C1=CC=CC=C1)N(C1=CC=C(C#N)C=C1)CC1=CC=CC=C1 4-dibenzylaminobenzonitrile